CC1=C(C=CC(=C1)C1=NN=CN1)C1=CN=C2C(=N1)NC1(C(N2)=O)CC1 7'-(2-methyl-4-(4H-1,2,4-triazol-3-yl)phenyl)-1'H-spiro[cyclopropane-1,2'-pyrazino[2,3-b]pyrazin]-3'(4'H)-one